[4-fluoro-2-(2-methoxyethoxy)phenyl]boronic acid FC1=CC(=C(C=C1)B(O)O)OCCOC